C(CO)(=O)OCCCCCCCCCCCCCCCC cetyl alcohol glycolate